ClC1=CC=C(C=C1)N1C(N=CC(=C1)F)N1C(=NC2=C1C=C(C=C2)OC)C N-(4-chlorophenyl)-5-fluoro-2-(6-methoxy-2-methyl-1H-benzimidazol-1-yl)pyrimidine